C(C)(C)(C)OC(=O)N[C@H](C(=O)NC=1C=C(C=CC1)C#CCCCC(=O)OC)CCC(N)=O methyl 6-[3-[(2S)-2-[(tert-butoxycarbonyl) amino]-4-carbamoyl-butanamido] phenyl]hex-5-ynoate